C[C@H]1CN(CCO1)C1=CC(=NC2=C(N=CC=C12)C1=CC=NN1C1OCCCC1)N1CCOCC1 4-[(2S)-2-methylmorpholin-4-yl]-2-(morpholin-4-yl)-8-[1-(tetrahydro-2H-pyran-2-yl)-1H-pyrazol-5-yl]-1,7-naphthyridine